NCC1=NC2=CC(=CC=C2C(N1)=O)C=1C=NN(C1C1=C(C#N)C(=CC(=C1F)Cl)OC1CC1)C (2S)-2-(4-(2-(aminomethyl)-4-oxo-3,4-dihydro-quinazolin-7-yl)-1-methyl-1H-pyrazol-5-yl)-4-chloro-6-cyclopropyloxy-3-fluorobenzonitrile